N7-(3,3-difluorocyclobutyl)-2-tetrahydrofuran-3-yl-pyrazolo[1,5-a]pyrimidine-3,7-dicarboxamide FC1(CC(C1)NC(=O)C1=CC=NC=2N1N=C(C2C(=O)N)C2COCC2)F